C(=O)(O)C(CCCC1=C(C=CC=C1)CCCCC1(CC1)C(=O)O)(C)C 1-(4-(2-(4-carboxy-4-methylpentyl)phenyl)butyl)cyclopropane-1-carboxylic acid